Cl.FC(C1=NN=C(O1)C1=CC=C(CN(S(=O)(=O)C)C=2C=C3CNCC3=CC2)C=C1)F N-(4-(5-(difluoromethyl)-1,3,4-oxadiazol-2-yl)benzyl)-N-(isoindolin-5-yl)methanesulfonamide hydrochloride